CC1=C(C=CC(=C1)[Si](C)(C)C)O methyl-4-trimethylsilylphenol